ethyl (2-cyano-2-(2-(3,5-dichloro-4-((7'-fluoro-2'-oxospiro[cyclobutane-1,3'-indolin]-5'-yl)oxy)phenyl)hydrazono)acetyl)carbamate C(#N)C(C(=O)NC(OCC)=O)=NNC1=CC(=C(C(=C1)Cl)OC=1C=C2C3(C(NC2=C(C1)F)=O)CCC3)Cl